C(C=C)(=O)OCC1(CCCCCCCCC1)COC(C=C)=O cyclodecanedimethanol diacrylate